2,6-bis(benzyloxy)-5-bromo-4-methyl-2,3'-bipyridine C(C1=CC=CC=C1)OC1(NC(=C(C(=C1)C)Br)OCC1=CC=CC=C1)C=1C=NC=CC1